C(C)(C)(C)N(C(=O)C1=NN(C2=C3C(=CC=C12)C=C(C(=C3)C=3C=NC=C(C3)C(N)=O)OC)C3=CC(=CC(=C3)Cl)Cl)C N-tert-butyl-8-(5-carbamoyl-3-pyridyl)-1-(3,5-dichlorophenyl)-7-methoxy-N-methyl-benzo[g]indazole-3-carboxamide